methyl 4-({8'-bromo-4'H-spiro[cyclopropane-1,5'-naphtho[2,1-d][1,2]oxazol]-3'-yl}sulfamoyl)-3,5-dimethoxybenzoate BrC1=CC=C2C3(CC=4C(=NOC4C2=C1)NS(=O)(=O)C1=C(C=C(C(=O)OC)C=C1OC)OC)CC3